C(C)(C)(C)OC(CCCCCCNC(C1=CC=C(C=C1)S(NCCCC#C)(=O)=O)=O)=O 7-(4-(N-(pent-4-ynyl)sulfamoyl)benzoylamino)heptanoic acid tert-butyl ester